benzyl N-[(1S)-1-{[(1S)-1-carbamoyl-2-[(3S)-2-oxopyrrolidin-3-yl]ethyl]carbamoyl}-3-methylbutyl]carbamate C(N)(=O)[C@H](C[C@H]1C(NCC1)=O)NC(=O)[C@H](CC(C)C)NC(OCC1=CC=CC=C1)=O